C1(=CC=CC=C1)C1CN(C1)C[C@@H](C)NC(OC(C)(C)C)=O (R)-tert-Butyl (1-(3-phenylazetidin-1-yl)propan-2-yl)carbamate